methyl 4-chloro-7-hydroxyquinoline-6-carboxylate ClC1=CC=NC2=CC(=C(C=C12)C(=O)OC)O